CC1=C(N=NS1)C(=O)O 5-methyl-1,2,3-thiadiazole-4-carboxylic acid